C(C)(C)(C)OC(NC1=CC=C2C(=N1)C1([C@@H](OC2=O)C)CC1)=O (S)-(7'-methyl-5'-oxo-5'H,7'H-spiro[cyclopropane-1,8'-pyrano[4,3-b]pyridin]-2'-yl)carbamic acid tert-butyl ester